C(CC)SC=1NC(C2=C(N1)NC(CC2C2=CC(=C(C=C2)OC)O)=O)=O 2-propylmercapto-5-(3-hydroxy-4-methoxyphenyl)-5,6-dihydropyrido[2,3-d]pyrimidine-4,7(3H,8H)-dione